OC1=CC=CC=2N(C(NC21)=O)C2CCN(CC2)C(=O)NC2=CC=C(C=C2)I 4-(4-hydroxy-2-oxo-2,3-dihydro-1H-1,3-benzodiazol-1-yl)-N-(4-iodophenyl)piperidine-1-carboxamide